C1(=CC=CC=C1)C1=C(C=NS1)CO (5-Phenylisothiazol-4-yl)methanol